2-amino-2-deoxy-alpha-D-glucopyranose N[C@H]1[C@@H](O)O[C@@H]([C@H]([C@@H]1O)O)CO